N4-{(1R)-1-[3-(difluoromethyl)-2-fluorophenyl]ethyl}-N6,2-dimethyl-N6-(propan-2-yl)pyrido[3,4-d]pyrimidine-4,6-diamine FC(C=1C(=C(C=CC1)[C@@H](C)NC=1C2=C(N=C(N1)C)C=NC(=C2)N(C(C)C)C)F)F